C(C1=CC=CC=C1)OC=1C=C2CC(C(C2=C(C1)OC)O)C(=O)OCC ethyl 5-(benzyloxy)-1-hydroxy-7-methoxy-2,3-dihydro-1H-indene-2-carboxylate